OC1=C(C=C(C(=O)C2(CC3(N4CCCC24)C(C2=CC=CC4=CC=CC3=C24)=O)C2=CC=C(C=C2)O)C=C1)OC (4-hydroxy-3-methoxybenzoyl)-1'-(4-hydroxyphenyl)-1',2',5',6',7',7a'-hexahydro-2H-spiro[acenaphthylene-1,3'-pyrrolizin]-2-one